1-(4-(9-Methyl-6-(4-(trifluoromethoxy)phenyl)-9H-purin-2-yl)piperazin-1-yl)prop-2-en-1-one CN1C2=NC(=NC(=C2N=C1)C1=CC=C(C=C1)OC(F)(F)F)N1CCN(CC1)C(C=C)=O